BrC1=C2CC(N(C2=CC=C1C)CCF)=O 4-bromo-1-(2-fluoroethyl)-5-methyl-indolin-2-one